F[P-](F)(F)(F)(F)F.CN(C)C(=[N+]1N=[N+](C2=NC=CC=C21)[O-])N(C)C 1-[Bis(dimethylamino)methylene]-1H-1,2,3-triazolo[4,5-b]pyridinium 3-oxide hexafluoro-phosphate